C1(CC1)[C@@]1(NC(NC1=O)=O)CNC(=O)C=1C(=CC=CC1)C1=CC=C(C=C1)OC(F)(F)F N-{[(4R)-4-cyclopropyl-2,5-dioxoimidazolidin-4-yl]methyl}-4'-(trifluoromethoxy)[biphenyl]-2-carboxamide